N-(3-(2-((1,2,3-thiadiazol-5-yl)amino)-8,9-dihydroimidazo[1',2':1,6]pyrido[2,3-d]pyrimidin-6-yl)-4-methylphenyl)-4-(trifluoromethyl)picolinamide S1N=NC=C1NC=1N=CC2=C(N1)N1C(C(=C2)C=2C=C(C=CC2C)NC(C2=NC=CC(=C2)C(F)(F)F)=O)=NCC1